N1=CN=C(C2=C1NC=C2)C=2C=NN(C2)[C@@H](CCC#N)C (4R)-4-[4-(7H-pyrrolo[2,3-d]pyrimidin-4-yl)-1H-pyrazol-1-yl]pentanenitrile